Phenyl-phosphorinone C1(=CC=CC=C1)C1P(C=CC=C1)=O